8-(4-(difluoromethoxy)phenyl)-2-(2,2,2-trifluoroethoxy)-1,6-naphthyridin-7(6H)-one FC(OC1=CC=C(C=C1)C=1C(NC=C2C=CC(=NC12)OCC(F)(F)F)=O)F